C1(CCC1)S(=O)C1=C(C2=C(N=C(N=C2C2=CC=CC=C2)C=2C=NC=CC2)S1)N 6-(cyclobutylsulfinyl)-4-phenyl-2-(pyridin-3-yl)thieno[2,3-d]pyrimidin-5-amine